C(=O)(OC(C)(C)C)NC=1SC(=CN1)B(O)O 2-(BOC-AMINO)THIAZOLE-5-BORONIC ACID